3-bromo-4,5-dichloroaniline BrC=1C=C(N)C=C(C1Cl)Cl